(1S,3R,4S)-2-((S)-2-((3-chlorophenyl)amino)-3-cyclopropylpropanoyl)-N-((S)-1-cyano-2-((R)-2-oxopiperidin-3-yl)ethyl)-5,5-difluoro-2-azabicyclo[2.2.2]octane-3-carboxamide ClC=1C=C(C=CC1)N[C@H](C(=O)N1[C@@H]2CC([C@H]([C@@H]1C(=O)N[C@@H](C[C@@H]1C(NCCC1)=O)C#N)CC2)(F)F)CC2CC2